ClC1=CC=CC(=N1)C1=NC(=NC(=N1)NC(C)C)NC(C)C 6-(6-chloropyridin-2-yl)-N2,N4-diisopropyl-1,3,5-triazine-2,4-diamine